methyl 4-bromo-5-(pyridin-4-yl)-2H-pyrazole-3-carboxylate BrC1=C(NN=C1C1=CC=NC=C1)C(=O)OC